C(C)OC(=O)C=1CCN(CC1C=1C=NN(C1)C(F)F)C(=O)OC(C)(C)C 5-(1-(difluoromethyl)-1H-pyrazol-4-yl)-3,6-dihydropyridine-1,4(2H)-dicarboxylic acid 1-(tert-butyl) ester 4-ethyl ester